(S)-4-(2-((3-aminopyrrolidin-1-yl)methyl)-5-(2-fluoro-4-methylphenyl)-1-methyl-1H-pyrrolo[2,3-c]pyridin-4-yl)-2-fluorobenzonitrile N[C@@H]1CN(CC1)CC1=CC=2C(=CN=C(C2C2=CC(=C(C#N)C=C2)F)C2=C(C=C(C=C2)C)F)N1C